C(C=CC)C1=C(C=CC(=C1)N(C)C)P(C(C)(C)C)C(C)(C)C (crotyl)(di-tert-butyl-(4-dimethylaminophenyl)phosphine)